5-Amino-4-hydroxy-3-[[3-(3-oxo-3-phenylprop-1-enyl)phenyl]diazenyl]naphthalene-2,7-disulfonic acid NC1=C2C(=C(C(=CC2=CC(=C1)S(=O)(=O)O)S(=O)(=O)O)N=NC1=CC(=CC=C1)C=CC(C1=CC=CC=C1)=O)O